NCC1OC2=C(C1)C=CC=C2[C@@H](C)NC2=NC=1N(C=C2)N=CC1C(=O)O 5-(((1R)-1-(2-(aminomethyl)-2,3-dihydrobenzofuran-7-yl)ethyl)amino)pyrazolo[1,5-a]pyrimidine-3-carboxylic acid